3-benzyl-1-(trans-4-((5-cyano-4-((2-thienylmethyl)amino)pyrimidin-2-yl)amino)cyclohexyl)-1-(5-(1-methyl-1H-pyrazol-4-yl)pyridin-2-yl)urea C(C1=CC=CC=C1)NC(N(C1=NC=C(C=C1)C=1C=NN(C1)C)[C@@H]1CC[C@H](CC1)NC1=NC=C(C(=N1)NCC=1SC=CC1)C#N)=O